4-(bicyclo[2.2.1]hept-5-en-2-yl)but-3-en-2-one O-methyl oxime CON=C(C)C=CC1C2C=CC(C1)C2